BrC=1C=C2C=CC(OC2=CC1O)(C)C 6-bromo-2,2-dimethyl-2H-chromen-7-ol